(E)-2-cyano-3-(1-(3-(trifluoromethyl)benzyl)-1H-pyrrolo[2,3-b]pyridin-3-yl)acrylic acid 2-hydroxyethyl ester OCCOC(\C(=C\C1=CN(C2=NC=CC=C21)CC2=CC(=CC=C2)C(F)(F)F)\C#N)=O